ClC1=CC(=C(C=C1)[C@]1(OC2=C(O1)C=CC=C2C2CCN(CC2)C(=O)OC(C)(C)C)C)F tert-butyl 4-[(2R)-2-(4-chloro-2-fluorophenyl)-2-methyl-1,3-benzodioxol-4-yl]piperidine-1-carboxylate